CC1(CCC(CN1)NC1=NC=C(C(=N1)C1=CNC=2C(N(CCCC21)CC(C)(C)C)=O)C(F)(F)F)C 3-{2-[(6,6-dimethylpiperidin-3-yl)amino]-5-(trifluoromethyl)pyrimidin-4-yl}-7-(2,2-dimethylpropyl)-1H,4H,5H,6H,7H,8H-pyrrolo[2,3-c]azepin-8-one